C[C@@H]1CN=C2N1C1=C(C=C(C=C1C(N2C([2H])([2H])C=2C=NN(C2)C)=O)S(=O)(=O)NC2(CC2)C)C(F)(F)F (R)-1-methyl-4-((1-methyl-1H-pyrazol-4-yl)methyl-d2)-N-(1-methylcyclopropyl)-5-oxo-9-(trifluoromethyl)-1,2,4,5-tetra-hydroimidazo[1,2-a]quinazoline-7-sulfonamide